COC1=CC=C(C=C1)N1CCOC2(C1)C=C(C(C(C2)(C)C)=O)C#N 4-(4-methoxyphenyl)-10,10-dimethyl-9-oxo-1-oxa-4-azaspiro[5.5]undec-7-ene-8-carbonitrile